C(C)(C)(C)OC(=O)NCCCN1CCN(CC1)C=1C=CC(=C(C(=O)OC)C1)F Methyl 5-(4-(3-((tert-butoxycarbonyl)amino)propyl)piperazin-1-yl)-2-fluorobenzoate